N-{(4aR,6R)-2-[4-(2-chlorophenyl)-1,2-benzoxazol-3-yl]-5,5-difluoro-1-oxooctahydropyrrolo[1,2-c]pyrimidin-6-yl}ethanesulfonamide ClC1=C(C=CC=C1)C1=CC=CC2=C1C(=NO2)N2C(N1[C@H](CC2)C([C@@H](C1)NS(=O)(=O)CC)(F)F)=O